trimethyl-[2-[[7-[4-[1-methyl-4-(trifluoromethyl)imidazol-2-yl]phenyl]sulfanyl-2-[2-(trifluoromethyl)phenyl]pyrrolo[3,2-d]pyrimidin-5-yl]methoxy]ethyl]silane C[Si](CCOCN1C=C(C=2N=C(N=CC21)C2=C(C=CC=C2)C(F)(F)F)SC2=CC=C(C=C2)C=2N(C=C(N2)C(F)(F)F)C)(C)C